C12(CC(C1)C2)N2C(=NC1=C2C=C(C=C1)C=1N=NNN1)C=1N(C(C(=C(N1)C(=O)NC=1C=NOC1)O)=O)C 2-(1-(bicyclo[1.1.1]pentan-1-yl)-6-(2H-tetrazol-5-yl)-1H-benzo[d]imidazol-2-yl)-5-hydroxy-N-(isoxazol-4-yl)-1-methyl-6-oxo-1,6-dihydropyrimidine-4-carboxamide